(1,10-diphenyl-9-anthracenyl)triphenylamine C1(=CC=CC=C1)C1=CC=CC2=C(C3=CC=CC=C3C(=C12)C1=C(C=CC=C1)N(C1=CC=CC=C1)C1=CC=CC=C1)C1=CC=CC=C1